ethyl (2S)-2-[[(2R)-2-amino-4-[5-[bis(2-chloroethyl)amino]-1-methyl-benzimidazol-2-yl]butanoyl]amino]-4-methyl-pentanoate N[C@@H](C(=O)N[C@H](C(=O)OCC)CC(C)C)CCC1=NC2=C(N1C)C=CC(=C2)N(CCCl)CCCl